C1(CCCCC1)P([C-]1C=CC=C1)C1CCCCC1.[C-]1(C=CC=C1)P(C1CCCCC1)C1CCCCC1.[Fe+2] 1,1'-bis(dicyclohexyl-phosphino)ferrocene